6-bromo-N-[1-(pyridin-3-yl)piperidin-4-yl]quinazolin-2-amine BrC=1C=C2C=NC(=NC2=CC1)NC1CCN(CC1)C=1C=NC=CC1